5-{2-[2-(3,4-dihydronaphthalene-2-sulfonamido)phenyl]ethynyl}pyridine-2-carboxylic acid C1=C(CCC2=CC=CC=C12)S(=O)(=O)NC1=C(C=CC=C1)C#CC=1C=CC(=NC1)C(=O)O